ClC1=NC=2N([C@H](C(NC2C(=N1)C)=O)[C@@H](C)OC)C (7S)-2-chloro-7-((R)-1-methoxyethyl)-4,8-dimethyl-7,8-dihydropteridin-6(5H)-one